ClC=1C(=C(C=C(C1)C1=C(C=CC=C1C)C)[C@H](CC(=O)O)NC([C@H](CC(C)C)N1N=C(C=C(C1=O)C)CCN1CC(C1)F)=O)F (S)-3-(5-Chloro-4-fluoro-2',6'-dimethyl-[1,1'-biphenyl]-3-yl)-3-((S)-2-(3-(2-(3-fluoroazetidin-1-yl)ethyl)-5-methyl-6-oxopyridazin-1(6H)-yl)-4-methyl-valerylamino)propionic acid